FC(C1=CC=C(C=C1)C1=NN(C2=CC=CC=C12)C1=NN=C(O1)C1CN(CC1)C(C=C)=O)(F)F 1-(3-(5-(3-(4-(trifluoromethyl)phenyl)-1H-indazol-1-yl)-1,3,4-oxadiazol-2-yl)pyrrolidin-1-yl)prop-2-en-1-one